NC(C(=O)O)(CCCCB(O)O)C1CCN(CC1)CC=1C=CC=C2C=CC=NC12 2-amino-6-borono-2-(1-(quinolin-8-ylmethyl)piperidin-4-yl)hexanoic acid